tert-butyl (3R,6S)-2,3,3a,4,6,6a-hexahydro-1H-pyrrolo[3,4-c]pyrrole-5-carboxylate C1NCC2C1CN(C2)C(=O)OC(C)(C)C